5-Chloro-N-(3-cyano-4-methyl-1H-indol-7-yl)-1-methyl-pyrazol-4-sulfonamid ClC1=C(C=NN1C)S(=O)(=O)NC=1C=CC(=C2C(=CNC12)C#N)C